N4-((2-bromothiazol-5-yl)methyl)-2-(trifluoromethyl)pyrimidine-4,6-diamine BrC=1SC(=CN1)CNC1=NC(=NC(=C1)N)C(F)(F)F